COC1=CC=C(CN(C2=NC(=NC3=C2NC(N(C3)CC3=CC(=CC=C3)CN3CCCC3)=O)OCCCC)CC3=CC=C(C=C3)OC)C=C1 8-(bis(4-methoxybenzyl)amino)-6-butoxy-3-(3-(pyrrolidin-1-ylmethyl)benzyl)-3,4-dihydropyrimido[5,4-d]Pyrimidin-2(1H)-one